[C@@H]1([C@H](O)[C@@H](O)[C@@H](O)[C@H](O1)CO)O[C@H]1[C@@H]([C@H]([C@@H](O[C@@H]1CO)OC[C@H]([C@H]([C@@H]([C@H](C=O)N)O)O)O)O)O β-D-Galactopyranosyl-(1→4)-β-D-glucopyranosyl-(1→6)-2-amino-2-deoxy-D-glucose